C1(=C(C=CC=C1)CN(S(=O)(=O)C1=CC=C(C=C1)OC)CC#N)CN(S(=O)(=O)C1=CC=C(C=C1)OC)CC#N N,N'-(1,2-Phenylenebis(methylene))bis(N-(cyanomethyl)-4-methoxy-benzenesulfonamide)